N-[(5,6-dimethyl-3-pyridyl)methyl]-3,4-dimethyl-pyrimido[4',5':4,5]thieno[2,3-c]pyridazin-8-amine hydrochloride Cl.CC=1C=C(C=NC1C)CNC1=NC=NC2=C1SC=1N=NC(=C(C12)C)C